1-(4-nitro-2-pyridyl)-8-chloro-6-fluoro-1,4-dihydro-7-(3-hydroxypyrrolidinyl)-4-oxo-3-quinolinecarboxylic acid [N+](=O)([O-])C1=CC(=NC=C1)N1C=C(C(C2=CC(=C(C(=C12)Cl)N1CC(CC1)O)F)=O)C(=O)O